CC1=CC=CC2=C1CCCCC2 methyl-6,7,8,9-tetrahydro-5H-benzo[7]annulen